COC[C@H]1N2CC(C[C@H]2CC1)=C (5s,7ar)-5-(methoxymethyl)-2-methylenetetrahydro-1H-pyrrolizin